FC=1C=NN2C1C(NC1=CC=CC=C21)=O 3-fluoropyrazolo[1,5-a]quinoxalin-4(5H)-one